(S)-2-((4-phenoxybutanoyl)glycyl)-2-azaspiro[4.4]nonane-3-carboxylic acid O(C1=CC=CC=C1)CCCC(=O)NCC(=O)N1CC2(C[C@H]1C(=O)O)CCCC2